C(C1=CC=CC=C1)N1C(C(=CC=C1)C(C)=CC(C)(C)C)=O 1-benzyl-3-(4,4-dimethylpent-2-en-2-yl)pyridin-2(1H)-one